2-(4-(trifluoromethyl)cyclohexyl)acetaldehyde FC(C1CCC(CC1)CC=O)(F)F